CC1=C(C(=NC=C1)NCCOC1=C(C=CC=C1)CC(=O)N)C=1C=C2CC(NC2=CC1)=O 2-(2-(2-((4-methyl-3-(2-oxoindolin-5-yl)pyridin-2-yl)amino)ethoxy)phenyl)acetamide